1-(8-bromo-6-methyl-4-oxo-chromen-2-yl)-N-methyl-piperidine-4-carboxamide BrC=1C=C(C=C2C(C=C(OC12)N1CCC(CC1)C(=O)NC)=O)C